(R)-8-(1-(3-Cyanophenyl)-1H-imidazol-4-yl)-9-oxooctahydro-2H-pyrazino[1,2-a]pyrazin C(#N)C=1C=C(C=CC1)N1C=NC(=C1)N1C([C@@H]2N(CCNC2)CC1)=O